4-[(3S,4S)-4-{4-[4-(1,3-dioxolan-2-yl)piperidin-1-yl]phenyl}-3-methylpiperidin-1-yl]-3-fluoro-2-(trifluoromethyl)benzonitrile O1C(OCC1)C1CCN(CC1)C1=CC=C(C=C1)[C@@H]1[C@@H](CN(CC1)C1=C(C(=C(C#N)C=C1)C(F)(F)F)F)C